3-(tert-butoxycarbonylhydrazono)-4,4-difluoro-butyric acid ethyl ester C(C)OC(CC(C(F)F)=NNC(=O)OC(C)(C)C)=O